6-chloro-N-[5-[(4-chlorophenyl)methoxy]-1,3,4-thiadiazol-2-yl]-4-(morpholin-4-yl)pyridine-3-carboxamide ClC1=CC(=C(C=N1)C(=O)NC=1SC(=NN1)OCC1=CC=C(C=C1)Cl)N1CCOCC1